5-bromo-2-chloro-4-fluorobenzoic acid BrC=1C(=CC(=C(C(=O)O)C1)Cl)F